NC1(CC1)C(=O)N=[S@@](=O)(C)C=1C=C(C=CC1)NC(C1=C(N=CC(=C1C)C(F)(F)F)OC=1C(=NC(=CC1)F)C)=O (R)-N-(3-(N-(1-aminocyclopropane-1-carbonyl)-S-methylsulfonimidoyl)phenyl)-2-((6-fluoro-2-methylpyridin-3-yl)oxy)-4-methyl-5-(trifluoromethyl)nicotinamide